methyl 6-(1-(2-(trifluoromethyl)pyridin-4-yl)cyclopropyl)quinoline-4-carboxylate FC(C1=NC=CC(=C1)C1(CC1)C=1C=C2C(=CC=NC2=CC1)C(=O)OC)(F)F